ClC1=C(C=C2C(=NC(=NC2=C1)C1CC1)N1CCC(CC1)C1=C(C=CC(=C1)F)OC)N(CCO)C 2-({7-chloro-2-cyclopropyl-4-[4-(5-fluoro-2-methoxy-phenyl)-piperidin-1-yl]-quinazolin-6-yl}-methyl-amino)-ethanol